N1(CCCC2=CC=CC=C12)C(=O)C1=NC(=CN=C1)N1N=C(C=C1C)C (3,4-dihydroquinolin-1(2H)-yl)(6-(3,5-dimethyl-1H-pyrazol-1-yl)pyrazin-2-yl)methanone